cyclododecane-1,5-dione C1(CCCC(CCCCCCC1)=O)=O